(S)-2,2-dimethyl-4-(5-methyl-4-oxo-3-(4-phenoxypicolinamido)-2,3,4,5-tetrahydrobenzo[b][1,4]oxazepin-7-yl)but-3-yn-1-yl dihydrogen phosphate P(=O)(OCC(C#CC1=CC2=C(OC[C@@H](C(N2C)=O)NC(C2=NC=CC(=C2)OC2=CC=CC=C2)=O)C=C1)(C)C)(O)O